FC=1C=C(CN2CC=3C(N(C=4N(C3CC2)C=CN4)CC4=CC=C(C=C4)CC)=O)C=CC1 7-(3-fluorobenzyl)-4-(4-ethylbenzyl)-6,7,8,9-tetrahydroimidazo[1,2-a]pyrido[3,4-e]pyrimidine-5(4H)-one